4-(6-(2,5-difluorophenyl)-6-(4-fluoro-1-oxo-6-((triisopropylsilyl)ethynyl)isoindolin-2-yl)hex-1,3-diyn-1-yl)-1H-pyrrole FC1=C(C=C(C=C1)F)C(CC#CC#CC=1C=CNC1)N1C(C2=CC(=CC(=C2C1)F)C#C[Si](C(C)C)(C(C)C)C(C)C)=O